NC1=C(C2=C(C=3N(C(=C2)C)N=C(N3)Cl)N1C1=C(C(=CC=C1C)O)C)C(=O)N 8-amino-2-chloro-9-(3-hydroxy-2,6-dimethylphenyl)-5-methyl-9H-pyrrolo[2,3-c][1,2,4]triazolo[1,5-a]pyridine-7-carboxamide